C1(=CC=CC=C1)OC(=O)N1C[C@@H](CC=C1)C1=CC=C(C=C1)[Si](C)(C)C Phenyl-(S)-3-(4-(trimethylsilyl)phenyl)-3,4-dihydropyridine-1(2H)-carboxylate